Diphenylethane-1,2-diamine C1(=CC=CC=C1)C(C(N)C1=CC=CC=C1)N